N[C@@H]1C2=CC=CC=C2CC12CCN(CC2)C2=NC=C(C(=N2)C(=O)N)C2=C(C(=CC=C2)Cl)Cl (S)-2-(1-amino-1,3-dihydrospiro[indene-2,4'-piperidin]-1'-yl)-5-(2,3-dichlorophenyl)pyrimidine-4-carboxamide